N-[(3-chlorophenyl)methyl]-spiro[piperidine-4,2'(1'H)-quinoxalin]-3'-amine ClC=1C=C(C=CC1)CNC=1C2(NC3=CC=CC=C3N1)CCNCC2